(1R,5S)-3-(7-chloro-8-fluoro-5-methoxy-2-(methylthio)pyrido[4,3-D]pyrimidin-4-yl)-3,8-diazabicyclo[3.2.1]octane-8-carboxylic acid tert-butyl ester C(C)(C)(C)OC(=O)N1[C@H]2CN(C[C@@H]1CC2)C=2C1=C(N=C(N2)SC)C(=C(N=C1OC)Cl)F